2,2'-iminodi(ethylamine) N(CCN)CCN